4-[6-(1-amino-1-methylethyl)pyrazolo[1,5-a]pyridin-3-yl]-2-(difluoromethoxy)-N-[(1R,2S)-2-fluorocyclopropyl]-6-methoxybenzamide NC(C)(C)C=1C=CC=2N(C1)N=CC2C2=CC(=C(C(=O)N[C@H]1[C@H](C1)F)C(=C2)OC)OC(F)F